FC1=C(OC2=CC=C(C=C2)B(O)O)C=CC=C1 (4-(2-fluorophenoxy)phenyl)boronic acid